C1(=CC=CC=C1)C1=CC=C(C=N1)C(NC(OCC)=O)NC(OCC)=O Diethyl (6-phenylpyridin-3-ylmethylene)dicarbamate